OC1=C(C=CC(=C1)C(F)(F)F)C(C)=O 2-hydroxy-4-(trifluoromethyl)phenyl-ethanone